C(CCCCCCC\C=C/C\C=C/CCCCC)(=O)O.OCC(O)CO Glycerin Linoleat